CN(CCN1N=C(C=C1)C1=CC=C(C=C1)C1=CC=C(C=C1)C1=C(C2=C(NC(=N2)OC=2C=CC(=C(C(=O)O)C2)C)C=C1F)F)C 5-((5-(4'-(1-(2-(dimethylamino)ethyl)-1H-pyrazol-3-yl)-[1,1'-biphenyl]-4-yl)-4,6-difluoro-1H-benzo[d]imidazol-2-yl)oxy)-2-methylbenzoic acid